heptanlactone C1(CCCCCCO1)=O